(S)-5-((4-(3-((2-(1-hydroxyethyl)-1H-imidazol-1-yl)methyl)isoxazol-5-yl)phenyl)ethynyl)picolinamide O[C@@H](C)C=1N(C=CN1)CC1=NOC(=C1)C1=CC=C(C=C1)C#CC=1C=CC(=NC1)C(=O)N